3-(3-(2,2-difluoroethyl)-1-oxido-7-((tetrahydro-2H-pyran-4-yl)amino)benzo[b]thiophen-2-yl)prop-2-yn FC(CC=1C2=C(S(C1C#CC)=O)C(=CC=C2)NC2CCOCC2)F